OCCCCC1CC(N(C1)C1=CC=C(C=C1)[N+](=O)[O-])=O 4-(4-hydroxybutyl)-1-(4-nitrophenyl)pyrrolidin-2-one